methoxy-[1,1'-biphenyl]-2-ol COC1=C(C(=CC=C1)C1=CC=CC=C1)O